ClC1=CC=C(C=C1)SC1=C(C=C(S1)C(C)=O)[N+](=O)[O-] 1-{5-[(4-chlorophenyl)thio]-4-nitrothiophen-2-yl}ethan-1-one